1,8-diisocyanato-p-menthane N(=C=O)C1(CCC(CC1)C(C)(C)N=C=O)C